Ethylvinylsilane C(C)C=C[SiH3]